2-[4-[(fluorosulfonyl)oxy]phenyl]-5,6,7-trimethoxy-4H-1-benzopyran-4-one FS(=O)(=O)OC1=CC=C(C=C1)C=1OC2=C(C(C1)=O)C(=C(C(=C2)OC)OC)OC